[N+](=O)([O-])C1=C(C(=O)OC2=CC=CC=C2)C=C(C(=C1Cl)OC(C1=CC=CC=C1)=O)Cl phenyl 2-nitro-3,5-dichloro-4-benzoyloxybenzoate